CC1=CC=C2C(=N1)N=C(O2)N2CCN(CC2)C(=O)C2=CC=C(C=C2)C2(COC2)C (4-(5-methyloxazolo[4,5-b]pyridin-2-yl)piperazin-1-yl)(4-(3-methyloxetan-3-yl)phenyl)methanone